4-(2-Oxo-2-phenylacetyl)benzoic acid O=C(C(=O)C1=CC=C(C(=O)O)C=C1)C1=CC=CC=C1